nitroso-4-phenylpiperidine C1CN(CCC1C2=CC=CC=C2)N=O